4-thioxooxetan S=C1CCO1